FCCCCCO fluoroamyl alcohol